4-[3-(p-{4-(3-azatricyclo[6.2.1.02,7]undeca-2,4,6-trien-5-ylamino)-2-pyrimidinylamino}phenoxy)propyl]-1λ6,4-thiazinane-1,1-dione C12C3=NC=C(C=C3C(CC1)C2)NC2=NC(=NC=C2)NC2=CC=C(OCCCN1CCS(CC1)(=O)=O)C=C2